FC1=C(C=CC=C1)C(C1=CC=C2C=NC=NC2=C1O)N1CCOCC1 7-((2-fluorophenyl)(morpholino)methyl)quinazolin-8-ol